N-(2-oxo-2-(((R)-2'-oxo-1,1',2',3-tetrahydrospiro[indene-2,3'-pyrrolo[2,3-b]pyridin]-5-yl)amino)ethyl)piperidine-4-carboxamide O=C(CNC(=O)C1CCNCC1)NC=1C=C2C[C@]3(C(NC4=NC=CC=C43)=O)CC2=CC1